1,3-oxazolidone O1[C-]=NC(C1)=O